4-(4-(3-methyl-4-(4-methylpiperazin-1-yl)phenyl)quinazolin-6-yl)pyridin-2-amine CC=1C=C(C=CC1N1CCN(CC1)C)C1=NC=NC2=CC=C(C=C12)C1=CC(=NC=C1)N